C(C)OC(CCCCCCN1C(/C(/CC1=O)=C/C1=C(C=C(C=C1)Br)OC)=O)=O (E)-7-(3-(4-bromo-2-methoxybenzylidene)-2,5-dioxopyrrolidinyl)heptanoic acid ethyl ester